ClC1=CC=C(C=C1)C=1OC=2C(C1)=C(C=CC2)O 2-(4-chlorophenyl)benzofuran-4-ol